(R*)-(3-amino-6-(cyclobutyl-sulfonyl)-4,5,6,7-tetrahydro-pyrazolo[3,4-c]pyridin-2-yl)(8-methyl-1,2,3,4-tetrahydro-quinolin-4-yl)methanone NC=1N(N=C2CN(CCC21)S(=O)(=O)C2CCC2)C(=O)[C@@H]2CCNC1=C(C=CC=C21)C |o1:19|